C(C)NC(=O)NC1=NC=NC(=C1F)CC1CCN(CC1)C=1C(=NC(=CC1)N1N=CC=C1)F 1-ethyl-3-(5-fluoro-6-((1-(2-fluoro-6-(1H-pyrazol-1-yl)pyridin-3-yl)piperidin-4-yl)methyl)pyrimidin-4-yl)urea